5-fluoro-3-methyl-6-(4,4,5,5-tetramethyl-1,3,2-dioxaborol-2-yl)benzo[d]isoxazole FC=1C(=CC2=C(C(=NO2)C)C1)B1OC(C(O1)(C)C)(C)C